Platinum vanadium carbon [C].[V].[Pt]